BrC1=CN=C(S1)C=1CCN(CC1)C(=O)OC(C)(C)C tert-butyl 4-(5-bromothiazol-2-yl)-3,6-dihydropyridin-1(2H)-carboxylate